CS(C)CC(=O)[O-] S,S-dimethylmercaptoacetate